C1(CC1)CN1N=CC(=C1)C=1C=C2CNC(C2=CC1C1=C(C=C(C=C1)F)F)=O 5-(1-(cyclopropylmethyl)-1H-pyrazol-4-yl)-6-(2,4-difluorophenyl)isoindolin-1-one